C(C)OC(=O)C1=NN(C(=C1)C(=O)O)C1=CC=C(C=C1)F (ethoxycarbonyl)-1-(4-fluorophenyl)-1H-pyrazole-5-carboxylic acid